tert-butyl (R)-3-((S)-1-(tert-butoxy)-3-(2-fluoro-3-(hydroxymethyl)phenyl)-1-oxopropan-2-yl)pyrrolidine-1-carboxylate C(C)(C)(C)OC([C@@H](CC1=C(C(=CC=C1)CO)F)[C@@H]1CN(CC1)C(=O)OC(C)(C)C)=O